N1=CC(=CC=C1)C(=O)NN1CCC(CC1)N(CC1=CC=C(C=C1)CNCC1=NC=CC=C1)CC1=NC=CC=C1 N-[1-(3-pyridinecarboxamido)-4-piperidinyl]-N,N'-bis(2-pyridinylmethyl)-1,4-benzenedimethanamine